(S)-2-(5-Chlorothiophen-2-carboxamido)-N1-(1-(2-(2-adamantylamino)-2-oxoethyl)-2-oxo-1,2-dihydropyridin-3-yl)-N6-methyl-5-oxohexandiamid ClC1=CC=C(S1)C(=O)N[C@H](C(=O)NC=1C(N(C=CC1)CC(=O)NC1C2CC3CC(CC1C3)C2)=O)CCC(C(=O)NC)=O